N-Boc-Glycin C(=O)(OC(C)(C)C)NCC(=O)O